OC12CC3(CC(CC(C1)C3)C2)NC(OCC2=CC=CC=C2)=O Benzyl (3-hydroxyadamantan-1-yl)carbamate